2-(6-(1-cyclobutyl-4-ethylpiperidine-3-carbonyl)-2-methoxynaphthalen-1-yl)acetonitrile C1(CCC1)N1CC(C(CC1)CC)C(=O)C=1C=C2C=CC(=C(C2=CC1)CC#N)OC